FC1=CC(=CC2=C1CN([C@H](CO2)C)C(=O)C2(COC2)C)C(NO)=N (S)-6-fluoro-N-hydroxy-3-methyl-4-(3-methyloxetane-3-carbonyl)-2,3,4,5-tetrahydrobenzo[f][1,4]oxazepine-8-carboximidamide